N1(CCCC1)CC1=CC=C(S1)CC1(C(C=NC2=CC=CC=C12)N)N 4-((5-(pyrrolidin-1-ylmethyl)thiophen-2-yl)methyl)quinoline-3,4-diamine